COC1=CC(=NC(=C1)NC=1SC(=CN1)C=1N=NN(N1)C1=CC=CC=C1)N[C@@H]1CN(CCC1)C(C=C)=O (S)-1-(3-((4-methoxy-6-((5-(2-phenyl-2H-tetrazol-5-yl)thiazol-2-yl)amino)pyridin-2-yl)amino)piperidin-1-yl)prop-2-en-1-one